tert-butyl N-[3-[3-(3-fluorophenyl)-1,2,4-oxadiazol-5-yl]tetrahydrofuran-3-yl]carbamate FC=1C=C(C=CC1)C1=NOC(=N1)C1(COCC1)NC(OC(C)(C)C)=O